CC=1C(=NC(=CC1)C(F)(F)F)N 3-methyl-6-(trifluoromethyl)pyridin-2-amine